C(C)(=O)NCCS(=O)(=O)[O-].[Na+] sodium acetyltaurine salt